palmitoyl-alanyl-valyl-prolyl-glycine C(CCCCCCCCCCCCCCC)(=O)N[C@@H](C)C(=O)N[C@@H](C(C)C)C(=O)N1[C@@H](CCC1)C(=O)NCC(=O)O